C(C)(C)N(CCC)CC1=CC2=C(C(N(C=C2C(F)(F)F)C2=CC(=CC=C2)C2(CC(C2)OC)C2=NN=CN2C)=O)N1 2-((isopropyl(propyl)amino)methyl)-6-(3-(3-methoxy-1-(4-methyl-4H-1,2,4-triazol-3-yl)cyclobutyl)phenyl)-4-(trifluoromethyl)-1,6-dihydro-7H-pyrrolo[2,3-c]pyridin-7-one